NC1=C(C(=O)NC2=C(C=CC(=C2)C(C)OC2=CC=CC=C2)OC)C=CC(=N1)COC 2-amino-N-[2-methoxy-5-(1-phenoxyethyl)phenyl]-6-(methoxymethyl)nicotinamide